FC=1C=C(C=NC1NC(CNC(=N)N)=O)S(=O)(=O)NC1=C(N=CS1)C(=O)O 5-[[5-Fluoro-6-[(2-guanidinoacetyl)amino]-3-pyridinyl]sulfonylamino]thiazole-4-carboxylic acid